C(CC(C)C)N1C(C2CC3CCC2(C1C(=O)NCCC1=CC=CC=C1)N3C(CCC3=CC=CC=C3)=O)=O 2-isopentyl-1-oxo-N-phenethyl-8-(3-phenylpropanoyl)octahydro-3a,6-epiiminoisoindole-3-carboxamide